Br.Br.CC(CNCC(C)(C)C)(C)N1C=NC(=C1)N 1-(2-methyl-1-(neopentanylamino)propan-2-yl)-1H-imidazol-4-amine dihydrobromide